FC=1C=C(C=CC1)N1CCN(CC1)CC[C@H]1CC(C(N1)=O)(CC)CC (R)-5-(2-(4-(3-fluorophenyl)piperazin-1-yl)ethyl)-3,3-diethyl-pyrrolidin-2-one